methyl-2,4-di-tert-butyl-6-(5-chlorobenzotriazol-2-yl)phenol CC=1C(=C(C(=CC1C(C)(C)C)N1N=C2C(=N1)C=CC(=C2)Cl)O)C(C)(C)C